FC=1C=C(C=CC1)C1=CC=C(S1)[C@H](CC(=O)O)NC(=O)NC=1C(N(C=CC1O)C)=O (S)-3-(5-(3-fluorophenyl)thiophen-2-yl)-3-(3-(4-hydroxy-1-methyl-2-oxo-1,2-dihydropyridin-3-yl)ureido)propanoic acid